C1(CC1)N1C=C(C(C2=CC(=C(C=C12)N1CCN(CC1)CC)F)=O)C(=O)O 1-cyclopropyl-6-fluoro-1,4-dihydro-4-oxo-7-(4-ethyl-1-piperazinyl)-3-quinolinecarboxylic acid